N-benzyl-N-butyl-acrylamide C(C1=CC=CC=C1)N(C(C=C)=O)CCCC